2-(4-(difluoromethoxy)-2,6-diisopropylphenyl)-N-(2-(2-hydroxypropan-2-yl)thiazol-5-ylsulfonimidoyl)acetamide FC(OC1=CC(=C(C(=C1)C(C)C)CC(=O)NS(=O)(=N)C1=CN=C(S1)C(C)(C)O)C(C)C)F